COC=1C=C(OC2=CC=C(C=N2)NC=2C(=CC=CC2)N)C=CC1C l-N-[6-(3-methoxy-4-methylphenoxy)pyridin-3-yl]benzene-1,2-diamine